FC1=C(C=C(C(=C1)F)F)C(C)O (2,4,5-trifluorophenyl)ethanol